C(C)(C)(C)OC(=O)N1CC(C(CC1)=O)C([2H])([2H])[2H] 3-(methyl-d3)-4-oxopiperidin-1-carboxylic acid tert-butyl ester